[2H]C1(C2(CC2)C(C1=O)([2H])[2H])[2H] 4,4,6,6-tetradeuteriospiro[2.3]hexan-5-one